(4-((4-(1-isopropyl-1H-pyrazol-4-yl)(trifluoromethyl)pyrimidin-2-yl)amino)-3-methoxyphenyl)(morpholino)methanone C(C)(C)N1N=CC(=C1)C1=NC(=NC=C1C(F)(F)F)NC1=C(C=C(C=C1)C(=O)N1CCOCC1)OC